(2-fluoro-4-methoxycarbonyl-5-morpholin-4-ylphenyl)boronic acid FC1=C(C=C(C(=C1)C(=O)OC)N1CCOCC1)B(O)O